2-(bromomethyl)-6-methoxy-pyridine BrCC1=NC(=CC=C1)OC